1-chloro-2-(2-(4-fluorophenyl)allyl)benzene ClC1=C(C=CC=C1)CC(=C)C1=CC=C(C=C1)F